4-iodo-6,7-dihydro-5H-pyrrolo[3,4-d]pyrimidin-2-amine IC=1C2=C(N=C(N1)N)CNC2